FC1(C(CN(CC1)C1=NC2=CC=C(C=C2C(=C1C(=O)OCC)C)F)C)F ethyl 2-(4,4-difluoro-3-methylpiperidin-1-yl)-6-fluoro-4-methylquinoline-3-carboxylate